6-Chloro-1-(tetrahydrofuran-3-yl)-1H-pyrazolo[3,4-b]pyridine ClC1=CC=C2C(=N1)N(N=C2)C2COCC2